FC1=C(C=CC(=C1F)OCCC)O 2,3-difluoro-4-propoxyphenol